FC1=CC=C(C=C1)[C@@H]1N(CCC2=CC=CC=C12)C(=O)[C@@H]1OC[C@@H]([C@H](C1)O)OCCC ((S)-1-(4-fluorophenyl)-3,4-dihydroisoquinolin-2(1H)-yl)((2r,4S,5S)-4-hydroxy-5-propoxytetrahydro-2H-pyran-2-yl)methanone